2-chloro-N-(4-(1-methyl-4-(trifluoromethyl)-1H-imidazol-2-yl)benzyl)pyrido[3,2-d]pyrimidin-4-amine ClC=1N=C(C2=C(N1)C=CC=N2)NCC2=CC=C(C=C2)C=2N(C=C(N2)C(F)(F)F)C